ethyl 3-[2-chloro-5-(4,6-dichloropyridazin-3-yl)-4-fluoro-phenyl]-5-methyl-4H-isoxazole-5-carboxylate ClC1=C(C=C(C(=C1)F)C=1N=NC(=CC1Cl)Cl)C1=NOC(C1)(C(=O)OCC)C